CS(=O)(=O)NCCC(=O)NC=1C=CC=2N(C1)N=CC2C2=NC(=CC=C2)C2CNCCC2 3-(methanesulfonamido)-N-[3-[6-(3-piperidyl)-2-pyridyl]pyrazolo[1,5-a]pyridin-6-yl]propanamide